FC=1C(=NC(=NC1)N)NC1=CC(=CC=C1)S(=O)(=O)NC 5-fluoro-N4-[3-(N-methylaminosulfonyl)phenyl]-2,4-pyrimidinediamine